ClC=1N=C(C2=C(N1)N(N=N2)[C@H](C)C2=C(C=C(C=C2)Cl)Cl)C(C)C (R)-5-chloro-3-(1-(2,4-dichlorophenyl)ethyl)-7-isopropyl-3H-[1,2,3]triazolo[4,5-d]pyrimidine